NC=1C=CC(=C(C1)NC(C=C)=O)F N-(5-amino-2-fluorophenyl)acrylamide